(S)-3-(2-(4-(4-fluorophenyl)piperazin-1-yl)ethyl)-8-(methylsulfonyl)-2,8-diazaspiro[4.5]decan-1-one FC1=CC=C(C=C1)N1CCN(CC1)CC[C@H]1NC(C2(C1)CCN(CC2)S(=O)(=O)C)=O